1,7-dibromonaphthalene-2-carbaldehyde BrC1=C(C=CC2=CC=C(C=C12)Br)C=O